OCC1CN(CCC1)C1=NC(=NC=C1)C1=CN=C2N1C=C(N=C2)C(=O)N 3-(4-(3-(Hydroxymethyl)piperidin-1-yl)pyrimidin-2-yl)imidazo[1,2-a]pyrazine-6-carboxamide